tert-butyl (1R,5S)-3-((tosyloxy) methyl)-8-azabicyclo[3.2.1]octane-8-carboxylate S(=O)(=O)(C1=CC=C(C)C=C1)OCC1C[C@H]2CC[C@@H](C1)N2C(=O)OC(C)(C)C